C(C)N1C(CN(CC1)CC1=CC=C2C(=N1)SC(=C2)C(=O)O)(C)C 6-((4-Ethyl-3,3-dimethylpiperazin-1-yl)methyl)thieno[2,3-b]pyridine-2-carboxylic acid